C(C)[C@@H]1N(C[C@H](N(C1)C(C)C1=NC=CC=C1)CC)C=1C=2C(N(C(C1)=O)C)=CN(N2)CC#N 2-(7-((2S,5R)-2,5-diethyl-4-(1-(pyridin-2-yl)ethyl)piperazin-1-yl)-4-methyl-5-oxo-4,5-dihydro-2H-pyrazolo[4,3-b]pyridin-2-yl)acetonitrile